C(C)(C)(C)OC(NC1=C(C=C(C=C1)C(C)N1CC2(CC2)CNC1=O)F)=O (2-Fluoro-4-(1-(6-oxo-5,7-diazaspiro[2.5]oct-5-yl)ethyl)phenyl)carbamic acid tert-butyl ester